1-(4-(aminomethyl)piperidin-1-yl)ethanone NCC1CCN(CC1)C(C)=O